CC(C)C1=C(C(=CC(=C1)C(C)C)C(C)C)C1=CC=CC=C1 2,4,6-tris(propan-2-yl)-[1,1-biphenyl]